The molecule is an amino acid amide that is L-leucine in which the carboxy OH group is replaced by NH2. It is an amino acid amide and a L-leucine derivative. CC(C)C[C@@H](C(=O)N)N